(E)-3-(3,4-dihydroxyphenyl)-N-(4-(pyridin-3-ylmethoxy)phenethyl)acrylamide OC=1C=C(C=CC1O)/C=C/C(=O)NCCC1=CC=C(C=C1)OCC=1C=NC=CC1